[S].[Si].[Li].BrC1=CC=C(C=C1)CCO 2-(4-bromophenyl)ethan-1-ol lithium silicon sulfur